CP(=O)(C)C1=C(C=CC=C1)NC1=C2NC=NC2=NC(=N1)NC1=NC=2CCN(CC2C=C1)C(CO)=O 1-(2-((6-((2-(dimethylphosphoryl)phenyl)amino)-7H-purin-2-yl)amino)-7,8-dihydro-1,6-naphthyridin-6(5H)-yl)-2-hydroxyethan-1-one